3-methylbenzonitril CC=1C=C(C#N)C=CC1